NC1=NN2C(C=C(C=C2)C=2C=C(C=NC2OC)C(=O)NCC2=C(C=CC=C2F)OCC2CC2)=N1 5-{2-amino-[1,2,4]triazolo[1,5-a]pyridin-7-yl}-N-{[2-(cyclopropylmethoxy)-6-fluorophenyl]methyl}-6-methoxypyridine-3-carboxamide